N2-(2-(trifluoromethoxy)phenyl)oxalamide FC(OC1=C(C=CC=C1)NC(C(=O)N)=O)(F)F